2-((2-Hydroxyphenyl)amino)-N-(1,2,3,4-tetrahydronaphthalen-2-yl)-6-((2,4,4-trimethylpentan-2-yl)amino)pyrimidine-4-carboxamide OC1=C(C=CC=C1)NC1=NC(=CC(=N1)C(=O)NC1CC2=CC=CC=C2CC1)NC(C)(CC(C)(C)C)C